C1(=CC=CC=C1)C1=CC=C(C=C1)C(C)C 4-phenyl-cumene